O[C@H](CCNC(OCCC=1N(C=C(N1)Br)C)=O)C 2-(4-bromo-1-methyl-imidazol-2-yl)ethyl N-[(3S)-3-hydroxybutyl]carbamate